NC=1C=CC(=NC1)NC(C1=CC(=C(C=C1)F)C)=O N-(5-aminopyridin-2-yl)-4-fluoro-3-methylbenzamide